C(#N)N1[C@@H](CCC1)C(=O)N1CCC2=C(C=C(C=C12)C(=O)NC)C1=CC(=CC=C1)CC 1-(cyano-L-prolyl)-4-(3-ethylphenyl)-N-methylindoline-6-carboxamide